(tert-butyl-peroxy)hexane C(C)(C)(C)OOCCCCCC